2,2'-methylene-bis(3-pentadecyl-6-tert-butylphenol) C(C1=C(C(=CC=C1CCCCCCCCCCCCCCC)C(C)(C)C)O)C1=C(C(=CC=C1CCCCCCCCCCCCCCC)C(C)(C)C)O